FC(C=1C=C(C=CC1)OC(N)=O)(F)F carbamic acid 3-trifluoromethyl-phenyl ester